(7z,10z,13z)-hexadecatrienoic acid CC/C=C\C/C=C\C/C=C\CCCCCC(=O)O